CC=1C=C(C=CC1)N(C1=CC(=CC=C1)C)C(C1=CC=CC=C1)(C1=CC=CC=C1)N(C1=CC(=CC=C1)C)C1=CC(=CC=C1)C bis[N,N-bis(3-methylphenyl)-amino]-diphenylmethane